N-(quinolin-8-yl)pyrazine-2-sulfonamide N1=CC=CC2=CC=CC(=C12)NS(=O)(=O)C1=NC=CN=C1